N(=[N+]=[N-])CC1=CC=C(C=N1)N 6-(azidomethyl)pyridin-3-amine